N-{(1S)-1-[3-(4-methyl-3,4-dihydro-2H-pyrido[3,2-b][1,4]oxazin-7-yl)phenyl]ethyl}pyrimidin-4-amine CN1C2=C(OCC1)C=C(C=N2)C=2C=C(C=CC2)[C@H](C)NC2=NC=NC=C2